ClC1=CC=C(C=C1)C(N1N=C(C2=C(C1=O)CN(CC2)CC2=CC(=CC(=C2)F)F)C)C2=CC=C(C=C2)Cl 3-(bis(4-chlorophenyl)methyl)-6-(3,5-difluorobenzyl)-1-methyl-5,6,7,8-tetrahydropyrido[3,4-d]pyridazin-4(3H)-one